7-bromo-6-fluoropyrido[3,2-d]pyrimidin-4-ol BrC1=CC=2N=CN=C(C2N=C1F)O